9-(5-chloro-1-(1-cyclopropyl-1H-pyrazol-4-yl)-1H-indazol-6-yl)-3-oxa-7,9-diazabicyclo[3.3.1]nonane dihydrochloride Cl.Cl.ClC=1C=C2C=NN(C2=CC1N1C2COCC1CNC2)C=2C=NN(C2)C2CC2